N-(3-chloro-1H-indol-7-yl)-1-(1H-pyrazol-4-ylsulfonyl)pyrazole-4-sulfonamide ClC1=CNC2=C(C=CC=C12)NS(=O)(=O)C=1C=NN(C1)S(=O)(=O)C=1C=NNC1